CNC=1N=C(C(=NC1C=1C2=C(C=NC1)N(C=N2)C)C(=O)N)NC=2C=NN(C2)C2CCOCC2 5-(Methylamino)-6-(3-methylimidazo[4,5-c]pyridin-7-yl)-3-[(1-tetrahydropyran-4-ylpyrazol-4-yl)amino]pyrazin-2-carboxamid